[(2R)-1-hydroxypropan-2-yl]-6-(4-methylphenyl)-2-(1-methyl-1H-pyrazol-4-yl)-3-oxo-2,3-dihydropyridazine-4-carboxamide OC[C@H](C)C1=C(C(N(N=C1C1=CC=C(C=C1)C)C=1C=NN(C1)C)=O)C(=O)N